COC(=O)C1(CCC1)C1(CN(CCC1)C1=NC(=NC=C1)C1=CN=C2N1C=C(C=C2)Cl)O 1-{1-[2-(6-chloro-imidazo[1,2-a]pyridin-3-yl)-pyrimidin-4-yl]-3-hydroxy-piperidin-3-yl}-cyclobutanecarboxylic acid methyl ester